CC1(OB(OC1(C)C)C=1C=NC(=NC1)N1C[C@@H](CC1)C(=O)OC)C methyl (3R)-1-[5-(4,4,5,5-tetramethyl-1,3,2-dioxaborolan-2-yl)pyrimidin-2-yl]pyrrolidine-3-carboxylate